6-((5-(5-(((1R,5S,7s)-3-oxa-9-azabicyclo[3.3.1]nonan-7-yl)oxy)-2-methylpyridin-4-yl)pyrazolo[1,5-a]pyridin-2-yl)amino)-2-methylpyridazin-3(2H)-one [C@H]12COC[C@H](CC(C1)OC=1C(=CC(=NC1)C)C1=CC=3N(C=C1)N=C(C3)NC=3C=CC(N(N3)C)=O)N2